COC(=O)C1=C(NC(=C(C1C=1C2=C(SC1)C(=CC=C2)C#N)C(=O)OC)C)C#N 2-cyano-4-(7-cyanobenzo[b]thiophen-3-yl)-6-methyl-1,4-dihydropyridine-3,5-dicarboxylic acid dimethyl ester